S-(2-((tert-butyldimethylsilyl)oxy)ethyl) buta-2,3-dienethioate C(C=C=C)(SCCO[Si](C)(C)C(C)(C)C)=O